ClC=1C=C2CCCN(C2=CC1)[C@@H]1C[C@H](N(C1)C(=O)OC(C)(C)C)C(=O)OC (2S,4R)-1-tert-butyl 2-methyl 4-(6-chloro-3,4-dihydroquinolin-1(2H)-yl)pyrrolidine-1,2-dicarboxylate